hexyl-(N-methyliminodiacetic acid) borate B(O)(O)O.C(CCCCC)C(C(=O)O)N(C)CC(=O)O